N[C@@H]1CC[C@H](CC1)C(=O)[O-] trans-4-aminocyclohexylformate